(rac)-((1s,3s)-3-hydroxy-3-methylcyclobutyl)(6-(3-methoxy-2-methylphenyl)-2-azaspiro[3.4]oct-2-yl)methanone OC1(CC(C1)C(=O)N1CC2(C1)C[C@@H](CC2)C2=C(C(=CC=C2)OC)C)C |r|